1-(6,7-Dimethylpyrazolo[1,5-a]pyridin-3-yl)-6-fluoro-3,3-dimethylisoquinolin-4(3H)-one CC=1C=CC=2N(C1C)N=CC2C2=NC(C(C1=CC(=CC=C21)F)=O)(C)C